BrCC(CC)=O bromobutanone